CN1N=NC2=C1C=CC(=C2C)C(C(C(=O)OC)(C)C)C2=CC(=C(C=C2)C)CN2CC(OC1=CC=3C=CC=NC3C=C1C2)CCC methyl 3-(1,4-dimethyl-1H-benzo[d][1,2,3]triazol-5-yl)-2,2-dimethyl-3-(4-methyl-3-((2-propyl-2,3-dihydro-[1,4]oxazepino[7,6-g]quinolin-4(5H)-yl)methyl)phenyl)propanoate